2-(4-cyano-2-fluorophenyl)benzo[d][1,3]dioxol C(#N)C1=CC(=C(C=C1)C1OC2=C(O1)C=CC=C2)F